FC1=C(C=CC=C1F)[C@@H]([C@H]1[C@@H]2N(C(C=3N1N=CC(C3O)=O)=O)CCC2)C2=CC(=C(C=C2)F)F (9aR,10S)-10-((S)-(2,3-difluorophenyl)(3,4-difluorophenyl)methyl)-4-hydroxy-8,9,9a,10-tetrahydro-7H-pyrrolo[1',2':4,5]pyrazino[1,2-b]pyridazine-3,5-dione